CC(C(=O)N1N=CC2=CC3=C(C=C12)C(=C(N3C3=CC=C(C=C3)F)C(C)C)C3=C(C=C(C(=O)OC)C=C3)OC)(C)C methyl 4-[1-(2,2-dimethylpropanoyl)-5-(4-fluorophenyl)-6-isopropyl-pyrrolo[2,3-f]indazol-7-yl]-3-methoxy-benzoate